methyl (R)-5-((((1-((6-fluoro-2-(2-methoxy-7-methylquinoxalin-5-yl)thiazolo[5,4-b]pyridine-5-yl)oxy)propan-2-yl)oxy)carbonyl)amino)pyrimidine-2-carboxylate FC=1C=C2C(=NC1OC[C@@H](C)OC(=O)NC=1C=NC(=NC1)C(=O)OC)SC(=N2)C2=C1N=CC(=NC1=CC(=C2)C)OC